C(CCCC)(=O)OOC(C)(C)CCC tertiary hexyl peroxyvalerate